COC(C1=C(C=CC=C1)OC1=NC(=CC=C1)N)=O ((6-Aminopyridin-2-Yl)Oxy)benzoic acid methyl ester